(1-methyl-2-((1,2,2-trimethylbicyclo[3.1.0]hexan-3-yl)methyl)-cyclopropyl)-methanol CC1(C(C1)CC1C(C2(CC2C1)C)(C)C)CO